4,5-dimethyl-1,3-dioxolane-2-one CC1OC(OC1C)=O